ClC1=NC(=NC=N1)NC1CN(C1)C(=O)OC(C)(C)C tert-Butyl 3-((4-chloro-1,3,5-triazin-2-yl)amino)azetidine-1-carboxylate